1-(((S)-oxetan-2-yl)methyl)-1H-benzene O1[C@H](CC1)CC1CC=CC=C1